NC1=NC2=C(C=3N1N=C(N3)C3=NC=CC=C3)C(=C(N2CCN2CCN(CC2)C2=NC=CC=N2)C(=O)O)Cl 5-amino-9-chloro-2-(pyridin-2-yl)-7-(2-(4-(pyrimidin-2-yl)piperazin-1-yl)ethyl)-7H-pyrrolo[3,2-e][1,2,4]triazolo[1,5-c]pyrimidine-8-carboxylic acid